2-(2-chlorophenyl)-5,7-diazaspiro[3.4]octane-6,8-dione ClC1=C(C=CC=C1)C1CC2(C1)NC(NC2=O)=O